CC1=C(C2=C(CN(CC2)C(=O)OC(C)(C)C)S1)C(=O)OCC 6-(tert-butyl) 3-ethyl 2-methyl-4,7-dihydrothieno[2,3-c]pyridine-3,6(5H)-dicarboxylate